N-((S)-1-cyano-2-((S)-2-oxopyrrolidin-3-yl)ethyl)-2-(4-methoxy-1H-indole-2-carbonyl)-2-azaspiro[4.5]decane-3-carboxamide C(#N)[C@H](C[C@H]1C(NCC1)=O)NC(=O)C1N(CC2(C1)CCCCC2)C(=O)C=2NC1=CC=CC(=C1C2)OC